[3-(4-fluoro-3-methyl-phenyl)pyrrolidin-3-yl]-3-nitro-4-(trifluoromethoxy)benzenesulfonamide FC1=C(C=C(C=C1)C1(CNCC1)C1=C(C=CC(=C1[N+](=O)[O-])OC(F)(F)F)S(=O)(=O)N)C